C1(CC1)CN1N=C(C2=NN(C(C(=C21)C=2C=NC(=CC2)C2CC2)=O)C2=CC1=CN(N=C1C=C2)C)C 1-(cyclopropylmethyl)-7-(6-cyclopropylpyridin-3-yl)-3-methyl-5-(2-methyl-2H-indazol-5-yl)-1,5-dihydro-6H-pyrazolo[4,3-c]pyridazin-6-one